C(CC)C=1NC(=CC1)CCC 2,5-di-n-propylpyrrole